FC1=C(C=CC=C1C[C@@H]1N(CC([C@@H]1NS(=O)(=O)C)(F)F)C(C(C)C)=O)C1=CC(=CC=C1)F N-[(2S,3R)-2-[(2,3'-difluoro[1,1'-biphenyl]-3-yl)methyl]-4,4-difluoro-1-(2-methyl-propanoyl)pyrrolidin-3-yl]methane-sulfonamide